6-(5-Methoxy-2-methylphenyl)-2-(pyrimidin-2-yl)-5,6,7,8-tetrahydrophthalazin-1(2H)-one COC=1C=CC(=C(C1)C1CC=2C=NN(C(C2CC1)=O)C1=NC=CC=N1)C